C(C1=CC=CC=C1)OCN1N=CC2=C(C1=O)N(C(N2C)=O)C 5-[(benzyloxy)methyl]-1,3-dimethyl-1H,2H,3H,4H,5H-imidazo[4,5-d]pyridazine-2,4-dione